C[C@@]12[C@H](CC[C@H]1[C@@H]1CC[C@H]3CC[C@H](C[C@]3(C)[C@H]1CC2)CCCC(=O)[O-])CCCC(=O)[O-] 5α-androstane-2β,17β-dibutyrate